C1(CCC1)CN1C(N(CC12CCC(CC2)(C2=CC=CC=C2)N(C)C)C=2C=CC(=C(C#N)C2)F)=O 5-[1-(cyclobutyl-methyl)-8-dimethylamino-2-oxo-8-phenyl-1,3-diazaspiro[4.5]decan-3-yl]-2-fluoro-benzonitrile